CC1=C(C=C(C=C1)N1CCN(CC1)C(=O)OC(C)(C)C)C(NC1(CC1)C1=C2C=CC=NC2=CC(=C1)C=1C=NN(C1)C)=O tert-butyl 4-(4-methyl-3-((1-(7-(1-methyl-1H-pyrazol-4-yl)quinolin-5-yl)cyclopropyl)carbamoyl) phenyl)piperazine-1-carboxylate